3-(tert-butoxy)-3-oxopropyl (2S,5R,6R)-3,3-dimethyl-7-oxo-6-(2-phenylacetamido)-4-thia-1-azabicyclo[3.2.0]heptane-2-carboxylate CC1([C@@H](N2C([C@H]([C@H]2S1)NC(CC1=CC=CC=C1)=O)=O)C(=O)OCCC(=O)OC(C)(C)C)C